CC1=C(OC=2C(=CC(N(C2)C2COC2)=O)C=2C3=C(C(N(C2)C)=O)NC=C3)C(=CC=C1)C 4-(5-(2,6-dimethylphenoxy)-1-(oxetan-3-yl)-2-oxo-1,2-dihydropyridin-4-yl)-6-methyl-1,6-dihydro-7H-pyrrolo[2,3-c]pyridin-7-one